N=1C=NN2C1C=C(C=C2)CC2=C(C=C(C=C2)NC=2C1=C(N=CN2)C=NC(=N1)SC)C N-(4-([1,2,4]triazolo[1,5-a]pyridin-7-ylmethyl)-3-methylphenyl)-6-(methylthio)pyrimido[5,4-d]pyrimidin-4-amine